C(C)OC(=O)C=1C(=NC2=CC=C(C=C2C1Cl)C)Cl 6-methyl-2,4-dichloroquinoline-3-carboxylic acid ethyl ester